2-methyl-4-(((R)-1-(2-methyl-3-(trifluoromethyl)phenyl)prop-2-yn-1-yl)amino)-6-(1,1,1-trifluoropropan-2-yl)pyrido[4,3-d]pyrimidin-7(6H)-one CC=1N=C(C=2C(N1)=CC(N(C2)C(C(F)(F)F)C)=O)N[C@H](C#C)C2=C(C(=CC=C2)C(F)(F)F)C